N=1N=CN(C1)C1=CC(=C2C=NNC2=C1)NCCOCCCCNCC=1C=C(C=C(C1)C(F)(F)F)CC#N 2-(3-(((4-(2-((6-(4H-1,2,4-triazol-4-yl)-1H-indazol-4-yl)amino)ethoxy)butyl)amino)methyl)-5-(trifluoromethyl)phenyl)acetonitrile